[OH-].C(CCCCCCCCCCC)[N+](CCO)(CCO)CCO dodecyl-tris(2-hydroxyethyl)ammonium hydroxide